(E)-N-(4-(1-(6-(4-(5-((2-(2,6-dioxopiperidin-3-yl)-1,3-dioxoisoindolin-4-yl)oxy)pentanoyl)piperazin-1-yl)nicotinoyl)piperidin-4-yl)butyl)-3-(pyridin-3-yl)acrylamide O=C1NC(CCC1N1C(C2=CC=CC(=C2C1=O)OCCCCC(=O)N1CCN(CC1)C1=NC=C(C(=O)N2CCC(CC2)CCCCNC(\C=C\C=2C=NC=CC2)=O)C=C1)=O)=O